COC1=CC=C(C(C2=CC=C(C=C2)OC)(C2=CC=CC=C2)OC[C@@H]2[C@H]([C@H]([C@@H](O2)N2C=NC=3C(NC(C4=CC=CC=C4)=O)=NC=NC23)OCCOC)O)C=C1 5'-O-(4,4'-Dimethoxytrityl)-2'-O-methoxyethyl-N6-benzoyl-adenosine